BrC=1C=C(C=C2C(N(C(NC12)=S)C)=O)C 8-bromo-3,6-dimethyl-2-thioxo-2,3-dihydro-quinazolin-4(1H)-one